(2R,3S,4R,5S,6R)-2-(Acetoxymethyl)-5-pivalamido-6-propyltetrahydro-2H-pyran-3,4-diyl diacetate C(C)(=O)O[C@@H]1[C@H](O[C@@H]([C@@H]([C@H]1OC(C)=O)NC(C(C)(C)C)=O)CCC)COC(C)=O